C(C)(=O)C1=C2C=C(N(C(C2=CC(=N1)C)=O)C)C1=CC=CC=C1 5-Acetyl-2,7-dimethyl-3-phenyl-2,6-naphthyridin-1(2H)-one